ICCOCCI bis(2-iodoethyl) ether